hexa(4-amino-2-vinyl-phenoxy)cyclotriphosphazene [methyl-[3-[4-(phenylmethyl)phenoxy]propyl]amino]propanoate CN(CCCOC1=CC=C(C=C1)CC1=CC=CC=C1)C(C(=O)O)C.NC1=CC(=C(OP2(=NP(=NP(=N2)(OC2=C(C=C(C=C2)N)C=C)OC2=C(C=C(C=C2)N)C=C)(OC2=C(C=C(C=C2)N)C=C)OC2=C(C=C(C=C2)N)C=C)OC2=C(C=C(C=C2)N)C=C)C=C1)C=C